CN(C1=CC=C(C=C1)N=NC1=CC=C(C(=O)O)C=C1)C 4-(4'-dimethylamino-phenylazo)benzoic acid